2-(4-(4-(trifluoromethyl)phenyl)-3,4-dihydroquinoxalin-1(2H)-yl)ethan-1-amine TFA salt OC(=O)C(F)(F)F.FC(C1=CC=C(C=C1)N1CCN(C2=CC=CC=C12)CCN)(F)F